O[C@]12[C@@H]3CC[C@@H]4C[C@H](CC[C@@]4([C@H]3CC[C@@]2([C@H](CC1)C=1C=CC(OC1)=O)C)C)N(C(OCCN1CCCC1)=O)C 2-(pyrrolidin-1-yl)ethyl ((3S,5R,8R,9S,10S,13R,14S,17R)-14-hydroxy-10,13-dimethyl-17-(2-oxo-2H-pyran-5-yl)hexadecahydro-1H-cyclopenta[a]phenanthren-3-yl)(methyl)carbamate